N-allyl-2-bromo-N-(3,5-dimethylphenyl)-2,2-difluoroacetamide C(C=C)N(C(C(F)(F)Br)=O)C1=CC(=CC(=C1)C)C